CC(C[C@@H]1N(CCC2=C1NC1=CC=C(C=C21)N2N=CC=N2)C=2OC(=NN2)C(F)(F)F)C (1S)-1-(2-methylpropyl)-6-(2H-1,2,3-triazol-2-yl)-2-[5-(trifluoromethyl)-1,3,4-oxadiazol-2-yl]-2,3,4,9-tetrahydro-1H-pyrido[3,4-b]indole